OC1(CC(C1)C(=O)N1CC2(C1)CC(C2)CC2=C(C(=CC=C2)C(F)(F)F)C)C ((1s,3s)-3-hydroxy-3-methylcyclobutyl)(6-(2-methyl-3-(trifluoromethyl)benzyl)-2-azaspiro[3.3]hept-2-yl)methanone